(3-(2,4-dioxotetrahydropyrimidine-1(2H)-yl)-4-methoxybenzoyl)glycine O=C1N(CCC(N1)=O)C=1C=C(C(=O)NCC(=O)O)C=CC1OC